3-((R)-1-(1-((2-amino-5-chloropyridin-3-yl)oxy)ethyl)-phenyl)-3-((2-hydroxycyclohexyl)-amino)benzamide NC1=NC=C(C=C1OC(C)[C@@]1(CC=CC=C1)C1(CC(C(=O)N)=CC=C1)NC1C(CCCC1)O)Cl